S(=O)([O-])OS(=O)[O-].[Ca+2] calcium disulfite